FC1=C(OC=2N=CC(=NC2)NC(C(C)N2C[C@@H](OCC2)C2=CNC(C=C2)=O)=O)C=CC(=C1)F N-(5-(2,4-difluorophenoxy)pyrazin-2-yl)-2-((S)-2-(6-oxo-1,6-dihydropyridin-3-yl)morpholino)propanamide